N[C@H]1CS(C2=C(N(C1=O)CC1=CC=C(C=C1)OC1CCCC1)C=C(C(=C2)F)C=2OC(=NN2)C(C)(C)C)(=O)=O (3R)-3-amino-7-(5-tert-butyl-1,3,4-oxadiazol-2-yl)-5-[[4-(cyclopentoxy)phenyl]methyl]-8-fluoro-1,1-dioxo-2,3-dihydro-1λ6,5-benzothiazepin-4-one